ethyl 6-chloro-7-(5-ethyl-3-(hydroxymethyl)-1-methyl-1H-pyrazol-4-yl)-3-(3-((6-fluoronaphthalen-1-yl)oxy)propyl)-1H-indole-2-carboxylate ClC1=CC=C2C(=C(NC2=C1C=1C(=NN(C1CC)C)CO)C(=O)OCC)CCCOC1=CC=CC2=CC(=CC=C12)F